C1(=CC=C(C=C1)N1C(C(CCC1)NC(=O)NC1=CC=C(C=C1)C(F)(F)F)=O)C1=CC=CC=C1 (1-([1,1'-biphenyl]-4-yl)-2-oxopiperidin-3-yl)-3-(4-(trifluoromethyl)phenyl)urea